tert-butyl 5-acetylisoindoline-2-carboxylate C(C)(=O)C=1C=C2CN(CC2=CC1)C(=O)OC(C)(C)C